COC=1C=C2C(=CC=NC2=CC1OC)OC1=CC=C(C=C1)NS(=O)(=O)C N-(4-((6,7-dimethoxy-quinolin-4-yl)oxy)phenyl)-methanesulfonamide